8-((3R,4S)-4-(3-Cyclopropylphenoxy)-3-methylpiperidin-1-yl)-5-methyl-6-oxo-5,6-dihydro-1,5-naphthyridin-2-carbonitril C1(CC1)C=1C=C(O[C@@H]2[C@@H](CN(CC2)C2=CC(N(C=3C=CC(=NC23)C#N)C)=O)C)C=CC1